Cl.CN[C@@H](CC(C)C)C(=O)N1CC2(C[C@H]1C(=O)N)OCC1=C(NC2=O)C=CC=C1 (5'S)-1'-(methyl-L-leucyl)-2-oxo-1,5-dihydro-2H-spiro[benzo[e][1,4]oxazepine-3,3'-pyrrolidine]-5'-carboxamide hydrochloride